6-cyano-N-[2-[4-(hydroxymethyl)cyclohexyl]pyrazolo[3,4-c]pyridin-5-yl]pyridine-2-carboxamide C(#N)C1=CC=CC(=N1)C(=O)NC1=CC=2C(C=N1)=NN(C2)C2CCC(CC2)CO